benzyl (1-(4-bromo-2,5-dimethoxyphenyl)propan-2-yl)carbamate BrC1=CC(=C(C=C1OC)CC(C)NC(OCC1=CC=CC=C1)=O)OC